5-[2-(4-benzo[d]isoxazol-3-yl-piperidin-1-yl)-ethyl]-3-methyl-5H-pyrazolo[1,5-a]pyrazin-4-one O1N=C(C2=C1C=CC=C2)C2CCN(CC2)CCN2C(C=1N(C=C2)N=CC1C)=O